Cl.NCC=1NC2=CC(=C(C=C2C1)Cl)NCC1=NOC=C1 2-(aminomethyl)-5-chloro-N-(isoxazol-3-ylmethyl)-1H-indol-6-amine hydrochloride